germoleamidopropyl-amine oxide [GeH]1(C=CC=C1)C(=O)NCCC[NH2]=O